COC=1C(=C(C=O)C=CC1)C 3-methoxy-2-methyl-benzaldehyde